C(#N)[C@@H]1C[C@H](C1)N1C=C(C=2C1=CN=C(C2)NC(C)=O)C2=NC(=NC(=C2)C)C(C)(F)F trans-N-(1-((1s,3s)-3-cyanocyclobutyl)-3-(2-(1,1-difluoroethyl)-6-methylpyrimidin-4-yl)-1H-pyrrolo[2,3-c]pyridin-5-yl)acetamide